BrC=1C2=C(C=3C(=NC(=NC3C1Cl)SCC)Cl)COC2 6-Bromo-1,5-dichloro-3-(ethylthio)-7,9-dihydrofuro[3,4-f]quinazoline